C(C)OCCNC(=O)C1CN(C1)C1=C(C=C2C(C(=CN(C2=N1)C1=NC(=NS1)C1=CC=CC=C1)C(=O)O)=O)F 7-{3-[(2-ethoxyethyl)carbamoyl]azetidin-1-yl}-6-fluoro-4-oxo-1-(3-phenyl-1,2,4-thiadiazol-5-yl)-1,4-dihydro-1,8-naphthyridine-3-carboxylic acid